C1(=CC=CC=C1)P(=O)(C1=CC=CC=C1)C1=CC=C(C=C1)N1C2=CC=CC=C2NC=2C=CC=CC12 10-(4-(diphenylphosphoryl)phenyl)-10H-phenazine